2-((5-amino-2-methylphenyl)sulfonyl)ethanol NC=1C=CC(=C(C1)S(=O)(=O)CCO)C